C1N(CCC2=CC=CC=C12)[C@@H]1[C@H](CN(CC1)C(=O)C=1C(=CC2=C(NC(OC2C)=O)C1)F)O 7-((3S,4S)-4-(3,4-dihydroisoquinolin-2(1H)-yl)-3-hydroxypiperidine-1-carbonyl)-6-fluoro-4-methyl-1,4-dihydro-2H-benzo[d][1,3]oxazin-2-one